C1=NC=C(C2=CC=CC=C12)N1C[C@H](CCC1)C(=O)Cl (3S)-1-(4-isoquinolyl)piperidine-3-carbonyl chloride